tert-butyl (S)-4-(1-(5-(difluoromethyl)-1,3,4-thiadiazol-2-yl)-3-ethyl-6-(fluorosulfonyl)-2-oxo-2,3-dihydro-1H-benzo[d]imidazol-4-yl)-2-methylpiperazine-1-carboxylate FC(C1=NN=C(S1)N1C(N(C2=C1C=C(C=C2N2C[C@@H](N(CC2)C(=O)OC(C)(C)C)C)S(=O)(=O)F)CC)=O)F